(2E,2'E)-N,N'-((ethane-1,2-diylbis(oxy))bis(ethane-2,1-diyl))bis(3-(2-(2,6-dioxopiperidin-3-yl)-1-oxoisoindolin-4-yl)acrylamide) C(COCCNC(\C=C\C1=C2CN(C(C2=CC=C1)=O)C1C(NC(CC1)=O)=O)=O)OCCNC(\C=C\C1=C2CN(C(C2=CC=C1)=O)C1C(NC(CC1)=O)=O)=O